NC1=C(C(=NC=N1)C=1C=NN(C1)[C@@H](CN(C)C)C1=CC=C(C=C1)C(F)(F)F)C=1C=NNC1 (R)-2-{4-[6-Amino-5-(1H-pyrazol-4-yl)-4-pyrimidinyl]-1H-pyrazol-1-yl}-1-(dimethylamino)-2-[p-(trifluoromethyl)phenyl]ethane